5-(4,4-difluoro-1-piperidinyl)-3-methylsulfanyl-1,2,4-triazine FC1(CCN(CC1)C=1N=C(N=NC1)SC)F